1,2-diformyl-sn-glycero-3-phospho-rac-glycerol sodium salt [Na].C(=O)OC[C@@H](OC=O)COP(=O)(O)OC[C@H](O)CO |&1:16|